(S)-6-(1-benzyl-1H-pyrazole-4-carbonyl)-2-(2-cyclopropyl-2-methylpropanoyl)-N-((6-methylpyridazin-3-yl)methyl)-2,6-diazaspiro[3.4]octane-8-carboxamide C(C1=CC=CC=C1)N1N=CC(=C1)C(=O)N1CC2(CN(C2)C(C(C)(C)C2CC2)=O)[C@@H](C1)C(=O)NCC=1N=NC(=CC1)C